SC1=CC(=C(C(=C1)CCCC)O)CCCC 4-mercapto-2,6-di-n-butylphenol